C(C)(C)(C)OC(=O)N1CC(C1)C1=CC(=NO1)OC 3-(3-methoxyisoxazol-5-yl)azetidine-1-carboxylic acid tert-butyl ester